COC1=CC(=CC(=C1O)OC)/C=C/C(=O)OC[C@@H]2[C@H]([C@@H]([C@H](C(O2)OC3=CC(=C4C(=C3)OC(=CC4=O)C5=CC(=C(C(=C5)OC)O)OC)O)O)O)O The molecule is a glycosyloxyflavone that is tricin 7-O-glucoside with the hydroxy group on the glycosyl ring at position 6 replaced with a sinapoyl moiety. It has a role as a metabolite. It is a glycosyloxyflavone, a dihydroxyflavone, a dimethoxyflavone, a cinnamate ester, a monosaccharide derivative and a D-glucoside. It derives from a trans-sinapic acid and a tricin 7-O-glucoside.